OCCSC=1C2=CC=CC=C2C(=C2C=CC=CC12)SCCO 9,10-bis(2-hydroxyethylthio)anthracene